[33-Methyl-21-oxo-8,9,10,22-tetraazahexacyclo[20.5.3.217,20.13,7.06,10.025,29]tritriaconta-1(27),3(33),4,6,8,17,19,25,28,31-decaen-2-yl]acetic Acid CC=1C2=C3C=CC1C(C1=CC=C4CCN(C(C5=CC=C(CCCCCCN3N=N2)C=C5)=O)CC4=C1)CC(=O)O